O1C(COCC1)CC1C(CC(N(C1)C(=O)OC(C)(C)C)=O)=O tert-butyl 5-(1,4-dioxan-2-ylmethyl)-2,4-dioxopiperidine-1-carboxylate